O1C(OCC1)C1=NC=C(C(=C1)C)B1OC(C(O1)(C)C)(C)C 2-(1,3-dioxolan-2-yl)-4-methyl-5-(4,4,5,5-tetramethyl-1,3,2-dioxaborolan-2-yl)pyridine